(12R,14S)-12-[2-(benzyloxy)ethoxy]-4-fluoro-16-oxa-7,10,20,21,24-pentaazapentacyclo[15.5.2.12,6.010,14.020,23]pentacosa-1(23),2,4,6(25),17(24),18,21-heptaen-11-one C(C1=CC=CC=C1)OCCO[C@H]1C(N2CCNC=3C=C(C=C(C=4C=NN5C=CC(OC[C@@H]2C1)=NC45)C3)F)=O